(1E)-2,2-dimethylpropanal oxime CC(/C=N/O)(C)C